2-sulfinylethyleneglycol bis(3-(3,5-di-tert-butyl-4-hydroxyphenyl) propionate) C(C)(C)(C)C=1C=C(C=C(C1O)C(C)(C)C)CCC(=O)OCC(=S=O)OC(CCC1=CC(=C(C(=C1)C(C)(C)C)O)C(C)(C)C)=O